FC1=CC=C(C(=O)NC2C3CC(C(C2)C3)NC3=CC(=NC2=CC=CC=C32)C(F)(F)F)C=C1 4-fluoro-N-(5-{[2-(trifluoromethyl)quinolin-4-yl]amino}bicyclo[2.2.1]hept-2-yl)benzamide